4-(4-((1R,5S)-3,8-diazabicyclo[3.2.1]octan-3-yl)-8-fluoro-2-((tetrahydro-2H-pyran-2-yl)methoxy)quinazolin-7-yl)naphthalen-2-ol [C@H]12CN(C[C@H](CC1)N2)C2=NC(=NC1=C(C(=CC=C21)C2=CC(=CC1=CC=CC=C21)O)F)OCC2OCCCC2